C1(=CC=C(C=C1)N(C1=CC=C(C=C1)NC1=CC=CC=C1)C1=CC=CC=C1)C N,N'-(p-tolyl)-N,N'-diphenyl-p-phenylenediamine